7-chloro-5-cyano-N-((3S,4S)-1-(imidazo[1,5-a]pyridine-8-carbonyl)-4-phenylpiperidin-3-yl)-1H-indole-2-carboxamide ClC=1C=C(C=C2C=C(NC12)C(=O)N[C@@H]1CN(CC[C@H]1C1=CC=CC=C1)C(=O)C=1C=2N(C=CC1)C=NC2)C#N